NC=1C(=NC2=C(C(=C(C=C2C1NC1C2CN(C1C2)C(=O)OCCCC)CCC#N)C2=CC(=CC1=CC=CC=C21)O)F)N2CC(C2)N(C)C butyl (endo)-5-((3-amino-6-(2-cyanoethyl)-2-(3-(dimethylamino)azetidin-1-yl)-8-fluoro-7-(3-hydroxynaphthalen-1-yl)quinolin-4-yl)amino)-2-azabicyclo[2.1.1]hexane-2-carboxylate